BrC1=NN2C(N(C(=CC2=O)CC)CC(=O)NC2=C(C=C(C=C2)C(F)(F)F)Cl)=N1 2-(2-bromo-5-ethyl-7-oxo[1,2,4]triazolo[1,5-a]pyrimidin-4-yl)-N-[2-chloro-4-(trifluoromethyl)phenyl]acetamide